3-[(3-Aminopropylamino)methyl]-N-[4-[4-[6-chloro-4-(trifluoromethyl)-2-pyridyl]piperazin-1-yl]sulfonyl-3-methoxy-phenyl]benzamide NCCCNCC=1C=C(C(=O)NC2=CC(=C(C=C2)S(=O)(=O)N2CCN(CC2)C2=NC(=CC(=C2)C(F)(F)F)Cl)OC)C=CC1